2-[1-[3-chloro-2-[[[9-isopropyl-2-(4-piperidylamino)purin-6-yl]amino]methyl]phenyl]pyrazol-3-yl]propan-2-ol ClC=1C(=C(C=CC1)N1N=C(C=C1)C(C)(C)O)CNC1=C2N=CN(C2=NC(=N1)NC1CCNCC1)C(C)C